ClC=1C=C(C=C(C1)Cl)C=1N=CC=C2C(=C(C=NC12)C(=O)NN1CCOC2=C1C=CC=C2)N(C)C 8-(3,5-Dichlorophenyl)-N-(2,3-dihydro-1,4-benzoxazin-4-yl)-4-(dimethylamino)-1,7-naphthyridine-3-carboxamide